COCCOC=1C2=C(N=CN1)CN(CC2)C(=O)C=2N=C(C1=C(N2)OC(=C1)C)NC1(CC1)C [4-(2-methoxyethoxy)-5H,6H,7H,8H-pyrido[3,4-d]pyrimidine-7-carbonyl]-6-methyl-N-(1-methylcyclopropyl)furo[2,3-d]pyrimidin-4-amine